(4-amino-7-methyl-5-(4-(pyrimidin-2-yloxy)phenyl)-7H-pyrrolo[2,3-d]pyrimidin-6-yl)-3-azaspiro[5.5]undec-8-ene-3-carboxylic acid tert-butyl ester C(C)(C)(C)OC(=O)N1CC(C2(CC1)CC=CCC2)C2=C(C1=C(N=CN=C1N)N2C)C2=CC=C(C=C2)OC2=NC=CC=N2